3-Methyl-6-(pyridin-3-yl)imidazo[1,2-b]pyridazine CC1=CN=C2N1N=C(C=C2)C=2C=NC=CC2